BrC1=CC2=C(N=C(N2)C=O)C=C1 5-BROMOBENZIMIDAZOLE-2-CARBOXALDEHYDE